[3-(methacryloyloxy)propyl]trimethylammonium chloride [Cl-].C(C(=C)C)(=O)OCCC[N+](C)(C)C